(R)-2-(6-(3-((tert-butyldimethylsilyl)oxy)pyrrolidin-1-yl)pyridin-3-yl)-6,7-dihydrothiazolo[5,4-c]pyridin-4(5H)-one [Si](C)(C)(C(C)(C)C)O[C@H]1CN(CC1)C1=CC=C(C=N1)C=1SC=2C(NCCC2N1)=O